FC1=C(C=CC(=C1F)C1=CC2=C(N=C(N=C2)N[C@@H]2CNC[C@H](C2)F)N(C1=O)C)NS(=O)(=O)CC1=CC=CC=C1 N-(2,3-difluoro-4-(2-(((3S,5S)-5-fluoro-piperidin-3-yl)amino)-8-methyl-7-oxo-7,8-dihydropyrido[2,3-d]-pyrimidin-6-yl)phenyl)-1-phenylmethanesulfonamide